(1s,3s)-3-((((5-((4-(3-((2-((1S)-1-((tetrahydro-2H-pyran-2-yl)oxy)ethyl)-1H-imidazol-1-yl)methyl)isoxazol-5-yl)phenyl)ethynyl)pyridin-2-yl)methyl)amino)methyl)cyclobutan-1-ol O1C(CCCC1)O[C@@H](C)C=1N(C=CN1)CC1=NOC(=C1)C1=CC=C(C=C1)C#CC=1C=CC(=NC1)CNCC1CC(C1)O